manganese-aluminum tungsten [W].[Al].[Mn]